Gamma-linolenic acid methyl ester COC(CCCC\C=C/C\C=C/C\C=C/CCCCC)=O